NCCCOC1=CC=C(C=C1)C(C(=O)N[C@@H](C(=O)NCC1=CC=C(C=C1)O)CCCN\C(=N/C(NCCNC(CC)=O)=O)\N)C1=CC=CC=C1 (2R)-2-(2-(4-(3-aminopropoxy)phenyl)-2-phenylacetamido)-N-(4-hydroxybenzyl)-5-((Z)-2-((2-propionamidoethyl)carbamoyl)guanidino)pentanamide